C(C)C=1C(=CC(NN1)=O)O 6-ethyl-5-hydroxypyridazin-3(2H)-one